O=C1NC(CCC1N1C(C2=CC=CC(=C2C1=O)OCC(=O)NCCCCCNC(=O)C1CC(CC1)NC1=NC=C(C=N1)C(F)(F)F)=O)=O N-(5-(2-((2-(2,6-dioxopiperidin-3-yl)-1,3-dioxoisoindoline-4-yl)oxy)acetamido)pentyl)-3-((5-(trifluoromethyl)pyrimidin-2-yl)amino)cyclopentane-1-carboxamide